2-((((9H-Fluoren-9-yl)methoxy)carbonyl)(methyl)amino)-3-(3-fluoro-4-(trifluoromethyl)phenyl)propanoic acid C1=CC=CC=2C3=CC=CC=C3C(C12)COC(=O)N(C(C(=O)O)CC1=CC(=C(C=C1)C(F)(F)F)F)C